{3-[6-oxo-4-(5-propylpyridin-2-yl)-1,6-dihydropyrimidin-2-yl]-4-(trifluoromethyl)benzyl}isobutyramide O=C1C=C(N=C(N1)C=1C=C(CC(C(=O)N)(C)C)C=CC1C(F)(F)F)C1=NC=C(C=C1)CCC